5'-(4,4'-dimethoxytrityl)-3'-diisopropylphenylsilyl-N3-[3,4,5-tris(octadecyloxy)benzoyl]-deoxythymidine COC1=CC=C(C(C2=CC=C(C=C2)OC)(C2=CC=CC=C2)C([C@@H]2[C@](C[C@@H](O2)N2C(=O)N(C(=O)C(C)=C2)C(C2=CC(=C(C(=C2)OCCCCCCCCCCCCCCCCCC)OCCCCCCCCCCCCCCCCCC)OCCCCCCCCCCCCCCCCCC)=O)(O)[Si](C2=CC=CC=C2)(C(C)C)C(C)C)O)C=C1